2-[1-(difluoromethyl)cyclopropyl]sulfonyl-7-fluoro-5-phenyl-6,7-dihydro-5H-pyrrolo[1,2-b][1,2,4]triazole FC(C1(CC1)S(=O)(=O)C=1N=C2N(N1)C(CC2F)C2=CC=CC=C2)F